CC1=C(N=C(O1)C1=CC=C(C=C1)N1CCOCC1)CN1CCC2(CC1)C=CC1=CC=CC=C12 (4-(5-methyl-4-(spiro[indene-1,4'-piperidin]-1'-ylmethyl)oxazol-2-yl)phenyl)morpholine